methyl bis(benzyloxy)-2,6-difluoro-5-isopropoxybenzoate C(C1=CC=CC=C1)OC1=C(C(=C(C(=O)OC)C(=C1OC(C)C)F)F)OCC1=CC=CC=C1